CC1=NN=C2N1C=1C(=CC3=C(C1NC2(C)C)CCO3)C 3,4,10,10-tetramethyl-7,8,9,10-tetrahydro-6-oxa-1,2,3a,9-tetraaza-dicyclopenta[a,f]naphthalene